Hex-5-ynonyl chloride C(C(CCC#C)=O)Cl